ethyl 4-(3-ethyl-3-hydroxypent-1-ynyl)-2,6-dimethyl-7-oxo-1H-pyrrolo[2,3-c]pyridine-3-carboxylate C(C)C(C#CC=1C2=C(C(N(C1)C)=O)NC(=C2C(=O)OCC)C)(CC)O